1,3-dimethylpyrazol-4-amine dihydrochloride Cl.Cl.CN1N=C(C(=C1)N)C